COC=1N=CC2=C(N1)C=CC=N2 methoxypyrido[3,2-d]pyrimidin